tert-butyl 2,5-diethynylbenzoate C(#C)C1=C(C(=O)OC(C)(C)C)C=C(C=C1)C#C